C(C)(C)(C)OC(=O)N1CC=2N(CC1)N=C(C2)C(=O)O 5-tert-Butoxycarbonyl-6,7-dihydro-4H-pyrazolo[1,5-a]pyrazine-2-carboxylic acid